1-(4-(4-coumarinyl)-phenyl)-3-phenyl-2-propen-1-one O1C(=O)C=C(C2=CC=CC=C12)C1=CC=C(C=C1)C(C=CC1=CC=CC=C1)=O